(2S,4r)-N-(5'-bromospiro[cyclopropane-2,1'-indan]-1-yl)-1-[(2S)-2-(4-cyclopropyltriazol-1-yl)-3,3-dimethyl-butyryl]-4-hydroxy-pyrrolidine-2-carboxamide BrC=1C=C2CCC3(C2=CC1)C(C3)NC(=O)[C@H]3N(C[C@@H](C3)O)C([C@H](C(C)(C)C)N3N=NC(=C3)C3CC3)=O